3-(4-((3-(1H-imidazol-2-yl)phenyl)carbamoyl)-3-methyl-5-oxo-4,5-dihydro-1H-pyrazol-1-yl)benzoic acid methyl ester COC(C1=CC(=CC=C1)N1N=C(C(C1=O)C(NC1=CC(=CC=C1)C=1NC=CN1)=O)C)=O